5-methyl-2'-deoxy-uridine triphosphate P(O)(=O)(OP(=O)(O)OP(=O)(O)O)OC[C@@H]1[C@H](C[C@@H](O1)N1C(=O)NC(=O)C(=C1)C)O